4-mercaptopyridinemethanol SC1=CC(=NC=C1)CO